C([C@]1(C(=NNC(O1)=O)C1=CC(=C(C=C1)N1N=C(C=C1)C(F)(F)F)C(F)(F)F)[2H])([2H])([2H])[2H] (S)-6-(methyl-d3)-5-(3-(trifluoromethyl)-4-(3-(trifluoromethyl)-1H-pyrazol-1-yl)phenyl)-3,6-dihydro-2H-1,3,4-oxadiazin-2-one-6-d